COC=1C=C(NCCCS(=O)(=O)O)C=CC1OC 3-(3,4-dimethoxyanilino)propane-1-sulfonic acid